NC1=C2C(=NC=N1)N(N=C2C2=CC=C(C=C2)OC2=CC=CC=C2)C2CCC(CC2)CN2C(C(N(C(C2([2H])[2H])([2H])[2H])C=2C=C1C(N(C(C1=CC2)=O)C2C(NC(CC2)=O)=O)=O)([2H])[2H])([2H])[2H] 5-(4-((4-(4-amino-3-(4-phenoxyphenyl)-1H-pyrazolo[3,4-d]pyrimidin-1-yl)cyclohexyl)methyl)piperazin-1-yl-2,2,3,3,5,5,6,6-d8)-2-(2,6-dioxopiperidin-3-yl)isoindoline-1,3-dione